P(OC1=C(C=CC=C1)CC)(OC1=C(C=CC=C1)CC)OC1=C(C=CC=C1)CC tris(2-ethylphenyl) phosphite